(6-(4-((1H-indazol-5-yl)amino)pyrimidin-2-yl)-1H-indol-2-yl)(3-(4-methyl-piperazin-1-yl)piperidin-1-yl)methanone N1N=CC2=CC(=CC=C12)NC1=NC(=NC=C1)C1=CC=C2C=C(NC2=C1)C(=O)N1CC(CCC1)N1CCN(CC1)C